2-Pentyl-Octanal C(CCCC)C(C=O)CCCCCC